(2S)-2-[[6-amino-9-benzyl-8-oxo-2-(propylsulfonylamino)purine-7-carbonyl]-methyl-amino]-3-methyl-butanoic acid ethyl ester C(C)OC([C@H](C(C)C)N(C)C(=O)N1C(N(C2=NC(=NC(=C12)N)NS(=O)(=O)CCC)CC1=CC=CC=C1)=O)=O